6-(4-fluoro-3-(fluoromethyl)-3-hydroxybut-1-yn-1-yl)-4-(6-(6-((6-methoxypyridine-3-yl)methyl)-3,6-diazabicyclo[3.1.1]heptan-3-yl)pyridin-3-yl)pyrazolo[1,5-a]pyridine FCC(C#CC=1C=C(C=2N(C1)N=CC2)C=2C=NC(=CC2)N2CC1N(C(C2)C1)CC=1C=NC(=CC1)OC)(O)CF